[(7S,9aR)-7-(4-chlorophenyl)-7-hydroxy-3,4,6,8,9,9a-hexahydro-1H-pyrido[1,2-a]pyrazin-2-yl]-(2-chloro-3-methoxyphenyl)methanone ClC1=CC=C(C=C1)[C@]1(CC[C@H]2N(CCN(C2)C(=O)C2=C(C(=CC=C2)OC)Cl)C1)O